C(N)(=N)C=1C=C(SC1)[C@H](C)NC(=O)[C@H]1N(CC2(OCCO2)C1)C(CNC(C1=NC=C(C=C1)C1=CC=CC=C1)=O)=O (S)-N-((S)-1-(4-carbamimidoylthiophen-2-yl)ethyl)-7-((5-phenylpicolinoyl)glycyl)-1,4-dioxa-7-azaspiro[4.4]nonane-8-carboxamide